3-bromo-7-{[(thiophen-2-yl)methyl]amino}thieno[3,2-b]pyridine-5-carbonitrile BrC1=CSC=2C1=NC(=CC2NCC=2SC=CC2)C#N